tert-butyl (3-((6-(methylcarbamoyl)pyridin-3-yl)amino)cyclobutyl)carbamate CNC(=O)C1=CC=C(C=N1)NC1CC(C1)NC(OC(C)(C)C)=O